(2R,3R,11bR)-3-(tert-butoxy)-9-(((1S,3R)-2,2-difluoro-3-methylcyclopropyl)methoxy)-10-methoxy-1,3,4,6,7,11b-hexahydro-2H-pyrido[2,1-a]isoquinolin-2-ol C(C)(C)(C)O[C@H]1[C@@H](C[C@H]2N(CCC3=CC(=C(C=C23)OC)OC[C@H]2C([C@@H]2C)(F)F)C1)O